ClCCC[Si](OCC)(C)C chloropropyl-dimethyl-ethoxysilane